N[C@@H]1CN(CC[C@H]1F)C1=NC2=C(N1CC1=NC=C(C=N1)Cl)C=C(C=C2C#N)F 2-((3R,4R)-3-Amino-4-fluoropiperidin-1-yl)-1-((5-chloropyrimidin-2-yl)methyl)-6-fluoro-1H-benzo[d]imidazol-4-carbonitril